2-phenyloxazol-5(4H)-one C1(=CC=CC=C1)C=1OC(CN1)=O